tert-butyl (R)-4-(5-((4-chloro-5-(trifluoromethyl)pyrimidin-2-yl)amino)-6-cyclopropylpyridin-2-yl)-2-methylpiperazine-1-carboxylate ClC1=NC(=NC=C1C(F)(F)F)NC=1C=CC(=NC1C1CC1)N1C[C@H](N(CC1)C(=O)OC(C)(C)C)C